N-((6S,7S)-5-(2-cyanooxetane-2-carbonyl)-6-((2,3',5'-trifluoro-[1,1'-biphenyl]-3-yl)methyl)-5-azaspiro[2.4]heptan-7-yl)-1-fluoromethanesulfonamide C(#N)C1(OCC1)C(=O)N1CC2(CC2)[C@@H]([C@@H]1CC=1C(=C(C=CC1)C1=CC(=CC(=C1)F)F)F)NS(=O)(=O)CF